Cl.[2H]C1(OC2=C(O1)C=CC(=C2)S(=O)(=O)N2C=C(C=C2C2=C(C=CC=C2)F)CNC)[2H] {[1-(2,2-dideutero-1,3-benzodioxole-5-sulfonyl)-5-(2-fluorophenyl)-1H-pyrrol-3-yl]methyl}(methyl)amine hydrochloride